6-[[(2R,3S,4R,5R)-3-(3,4-Difluoro-2-methoxy-phenyl)-4,5-dimethyl-5-(trifluoromethyl)tetrahydrofuran-2-carbonyl]amino]pyridin-2-carboxamid FC=1C(=C(C=CC1F)[C@H]1[C@@H](O[C@]([C@@H]1C)(C(F)(F)F)C)C(=O)NC1=CC=CC(=N1)C(=O)N)OC